4-(4-amino-3-fluorophenoxy)pyridine-2-carboxylic acid methylamide CNC(=O)C1=NC=CC(=C1)OC1=CC(=C(C=C1)N)F